O-(2-fluorophenyl)-DL-serine FC1=C(C=CC=C1)OC[C@H](N)C(=O)O |r|